C(C1=CC=CC=C1)N1CC2(CN(C2)C(=O)OC(C)(C)C)C(C1)C(=O)O 6-benzyl-2-(tert-butoxycarbonyl)-2,6-diazaspiro[3.4]octane-8-carboxylic acid